N-[2-(2-aminoethoxy)ethyl]-2-ethyl-4-[[3-[3-(trifluoromethyl)-1-(3,3,3-trifluoropropyl)pyrazol-4-yl]imidazo[1,2-a]pyrazin-8-yl]amino]benzamide NCCOCCNC(C1=C(C=C(C=C1)NC=1C=2N(C=CN1)C(=CN2)C=2C(=NN(C2)CCC(F)(F)F)C(F)(F)F)CC)=O